4-dimethylamino-2'-hydroxy-4'-methoxy-3'-(hydroxyethylpiperazin-1-yl)methyl-chalcone CN(C1=CC=C(C=C1)\C=C\C(=O)C1=C(C(=C(C=C1)OC)CN1C(CNCC1)CCO)O)C